1,1'-dimethyl-4,4'-bipyridine dichloride [Cl-].[Cl-].CN1C=CC(C=C1)=C1C=CN(C=C1)C